8-fluoro-3-(5-fluoro-3,3,4,4-tetra-methyl-3,4-dihydroisoquinolin-1-yl)quinolone FC=1C=CC=C2C=C(C(NC12)=O)C1=NC(C(C2=C(C=CC=C12)F)(C)C)(C)C